Cl[Mg]C=C Chloro(vinyl)magnesium